tert-butyl (2-(7-chloro-8-ethyl-2,4-dioxo-3,4-dihydrobenzo[g]pteridin-10(2H)-yl)ethyl)carbamate ClC=1C(=CC2=C(N=C3C(NC(N=C3N2CCNC(OC(C)(C)C)=O)=O)=O)C1)CC